4-(2-fluoro-6-methoxyphenyl)-2-(4-methyl-6-((R)-3-methylpiperazin-1-yl)pyridin-2-yl)-2,3-dihydro-1H-pyrrolo[3,4-c]pyridin-1-one FC1=C(C(=CC=C1)OC)C1=NC=CC2=C1CN(C2=O)C2=NC(=CC(=C2)C)N2C[C@H](NCC2)C